C(#N)C1=CN=CC=2NC(N(CC21)CC(=O)OC(C)(C)C)=O tert-butyl 2-{5-cyano-2-oxo-1H,4H-pyrido[3,4-d]pyrimidin-3-yl}acetate